1-(3-(dimethylamino)phenyl)-3-hydroxypropyl-5-(4-(trifluoromethyl)phenyl)-3,4-dihydroisoquinoline-2(1H)-carboxamide CN(C=1C=C(C=CC1)C(CCO)C1N(CCC2=C(C=CC=C12)C1=CC=C(C=C1)C(F)(F)F)C(=O)N)C